tris(diethylphosphonic acid) aluminum salt [Al].C(C)OP(OCC)=O.C(C)OP(OCC)=O.C(C)OP(OCC)=O